COC=1C(=C(C(=CC1)C)NC(=O)C=1SC(=NN1)NC1=NN(C=C1)C)C N-(3-Methoxy-2,6-dimethylphenyl)-5-((1-methyl-1H-pyrazol-3-yl)amino)-1,3,4-thiadiazole-2-carboxamide